FC(C=1C(=C(C=CC1)[C@@H](C)NC=1C2=C(N=C(N1)C)C=NC(=C2)P2(CCN(CC2)C(COC)=O)=O)F)F 4-[4-({(1R)-1-[3-(difluoromethyl)-2-fluorophenyl]ethyl}amino)-2-methylpyrido[3,4-d]pyrimidin-6-yl]-1-(methoxyacetyl)-1,4lambda5-azaphosphinan-4-one